P(OCC(CCCC)CC)(OC1=CC=C(C=C1)CCCCCCCCC)=O.[Co+2] cobalt (II) 2-ethylhexyl (p-nonylphenyl) phosphonate